O[C@]1(C[C@H](CCC1)N1CCC2=C1N=NC(=C2)C2=C(C=C(C=C2C)C(F)(F)F)O)C(F)(F)F 2-(7-((1S,3R)-3-hydroxy-3-(trifluoromethyl)cyclohexyl)-6,7-dihydro-5H-pyrrolo[2,3-c]pyridazin-3-yl)-3-methyl-5-(trifluoromethyl)phenol